4-[(2,4-Dichloro-5-methoxyphenyl)amino]-7-[3-(4-ethyl-1-piperazinyl)propoxy]-6-methoxy-3-quinolinecarbonitrile ClC1=C(C=C(C(=C1)Cl)OC)NC1=C(C=NC2=CC(=C(C=C12)OC)OCCCN1CCN(CC1)CC)C#N